N-{3-[5-(2-chloropyrimidin-4-yl)-2-(1-cyclopropylpiperidin-4-yl)-thiazol-4-yl]-2-fluorophenyl}-2,5-difluorobenzenesulfonamide ClC1=NC=CC(=N1)C1=C(N=C(S1)C1CCN(CC1)C1CC1)C=1C(=C(C=CC1)NS(=O)(=O)C1=C(C=CC(=C1)F)F)F